1-methylsulfonyl-naphthalene CS(=O)(=O)C1=CC=CC2=CC=CC=C12